NC1=NC=2C=C(C=CC2C2=C1[C@H](OC2)C)CN(C(=O)C=2C=NC(=CC2)C(F)(F)F)C2=CC=CC=1CCS(C12)(=O)=O N-{[(3R)-4-amino-3-methyl-1H,3H-furo[3,4-c]quinolin-7-yl]methyl}-N-(1,1-dioxo-2,3-dihydro-1λ6-benzothiophen-7-yl)-6-(trifluoromethyl)pyridine-3-carboxamide